BrC1=C(C=C2N=CC(=NC2=C1)Cl)C 7-bromo-2-chloro-6-methyl-quinoxaline